(4-cyclopropyl-2,6-dimethylphenyl)-6-(1-methyl-1H-pyrazol-3-yl)-2,5-dihydro-4H-pyrazolo[3,4-d]pyrimidin-4-one C1(CC1)C1=CC(=C(C(=C1)C)N1N=C2N=C(NC(C2=C1)=O)C1=NN(C=C1)C)C